methyl (S)-2,3-diazabicyclo[3.1.1]heptane-4-carboxylate C12NN[C@@H](C(C1)C2)C(=O)OC